C(C1=CC=CC=C1)[C@@H]1N(OCC1)C1=CC(=NC=N1)NC=1C(=CC(=C(C1)NC(C=C)=O)N1CCN(CC1)CC)OC N-(5-((6-((S)-3-benzylisoxazolidine-2-yl)pyrimidine-4-yl)amino)-2-(4-ethylpiperazine-1-yl)-4-methoxyphenyl)acrylamide